water tantalum [Ta].O